ClC1OCCOC1Cl 2,3-dichloro-1,4-dioxane